3-(1-acryloylpiperidin-3-yl)-4-amino-1-(3-chloro-4-(pyridin-2-ylmethoxy)phenyl)-1H-pyrazole-5-carbonitrile C(C=C)(=O)N1CC(CCC1)C1=NN(C(=C1N)C#N)C1=CC(=C(C=C1)OCC1=NC=CC=C1)Cl